(2S)-4-[(3-{3-[(4-methoxyphenyl)methyl]-2,4-dioxo-1,3-diazinan-1-yl}imidazo[1,2-a]pyridine-7-yl)methyl]-2-methylpiperazine-1-carboxylic acid COC1=CC=C(C=C1)CN1C(N(CCC1=O)C1=CN=C2N1C=CC(=C2)CN2C[C@@H](N(CC2)C(=O)O)C)=O